2-fluoro-3-(trifluoromethoxy)phenol FC1=C(C=CC=C1OC(F)(F)F)O